Decane-4-one CCCC(CCCCCC)=O